FC1=C(C(=O)N)C=CC(=C1F)C1=C(C=C(C(=C1)NC(C1=C(C=C(C=C1)F)C(F)(F)F)=O)N1C[C@H](N([C@H](C1)C)C)C)F 2,3-difluoro-4-[2-fluoro-5-[[4-fluoro-2-(trifluoromethyl)benzoyl]amino]-4-[(3R,5S)-3,4,5-trimethylpiperazin-1-yl]phenyl]benzamide